tert-butyl (4S)-4-aminoazepan-1-carboxylate N[C@@H]1CCN(CCC1)C(=O)OC(C)(C)C